COC=1C=CC=C2C(N(C(=NC12)C1C(N(CC1)C)CCNC(OCC1=CC=CC=C1)=O)CC(C)(C)C)=O benzyl (2-(3-(8-methoxy-3-neopentyl-4-oxo-3,4-dihydroquinazolin-2-yl)-1-methylpyrrolidin-2-yl)ethyl)carbamate